CN1N=C(C=C1)COC1=C(C=C2C(NC=NC2=C1)=O)C1=CN(C=C1)C 7-((1-methyl-1H-pyrazol-3-yl)methoxy)-6-(1-methyl-1H-pyrrol-3-yl)quinazolin-4(3H)-one